The molecule is a member of the class of quinolines carrying two chloro substituents at positions 5 and 7 together with a 4-fluorophenoxy substituent at position 4. A fungicide used mainly to control powdery mildew in cereals. It has a role as an antifungal agrochemical. It is an aromatic ether, a member of quinolines, an organochlorine compound and a member of monofluorobenzenes. C1=CC(=CC=C1OC2=C3C(=CC(=CC3=NC=C2)Cl)Cl)F